4-(2,2-difluoroethyl)-N,N,7-trimethyl-5-oxo-4,5-dihydroimidazo[1,5-a]quinazoline-3-carboxamide FC(CN1C=2N(C3=CC=C(C=C3C1=O)C)C=NC2C(=O)N(C)C)F